4-(3-methoxy-4-{[2-(trifluoromethyl)phenyl]methoxy}phenyl)-2H,4H,5H,6H,7H-pyrazolo[3,4-b]pyridin-6-one COC=1C=C(C=CC1OCC1=C(C=CC=C1)C(F)(F)F)C1C=2C(NC(C1)=O)=NNC2